(2S,4S)-4-[3-[2-[2-[3-(tert-butoxycarbonylamino)propylamino]-2-oxo-ethyl]indazol-4-yl]phenoxy]-1-[1-(2-chloro-4-fluoro-phenyl)pyrazole-4-carbonyl]pyrrolidine-2-carboxylic acid C(C)(C)(C)OC(=O)NCCCNC(CN1N=C2C=CC=C(C2=C1)C=1C=C(O[C@H]2C[C@H](N(C2)C(=O)C=2C=NN(C2)C2=C(C=C(C=C2)F)Cl)C(=O)O)C=CC1)=O